COCCN1N=CC(=C1)B(O)O (1-(2-methoxyethyl)-1H-pyrazol-4-yl)boronic acid